3-ethoxy-N,N-dibutylpropanamide C(C)OCCC(=O)N(CCCC)CCCC